3-(bis(4-methoxyphenyl)methyl)-1-methylpyridin-2(1H)-one COC1=CC=C(C=C1)C(C=1C(N(C=CC1)C)=O)C1=CC=C(C=C1)OC